2-(2,3-difluorophenyl)-4,4,5,5-tetramethyl-1,3,2-dioxaborolane FC1=C(C=CC=C1F)B1OC(C(O1)(C)C)(C)C